NC(CO)CCCO 2-aminopentane-1,5-diol